NC1=CC(=NO1)C1CCN(CC1)C(=O)C1=CC=C(C=C1)C1=NC=CC=C1 (4-(5-aminoisoxazol-3-yl)piperidin-1-yl)(4-(pyridin-2-yl)phenyl)methanone